C1=NN=NC(=O)C1=O TRIAZINEDIONE